hydroxybutanoic acid potassium salt [K+].OC(C(=O)[O-])CC